ClC=1C=C2C(=C(C=NC2=CC1)S(=O)(=O)N1CCOCC1)NC1=C(C(=O)O)C(=CC=C1)OC 2-[(6-chloro-3-morpholinesulfonyl-4-quinolinyl)amino]-6-methoxy-benzoic acid